γ-hydroxypropyl-trimethoxysilane 1-({[3-(Undecyloxy)phenyl]methyl}carbamoyl)azetidin-3-yl-dihydrogenphosphate ammonium salt [NH4+].C(CCCCCCCCCC)OC=1C=C(C=CC1)CNC(=O)N1CC(C1)OP(=O)(O)O.OCCC[Si](OC)(OC)OC